2-(oxetan-3-ylamino)pyrido[2,3-d]pyrimidin-7(8H)-one O1CC(C1)NC=1N=CC2=C(N1)NC(C=C2)=O